5,10,15,20-tetrakis(4-carboxyphenyl)porphyrin iron chloride [Fe](Cl)Cl.C(=O)(O)C1=CC=C(C=C1)C=1C2=CC=C(N2)C(=C2C=CC(C(=C3C=CC(=C(C=4C=CC1N4)C4=CC=C(C=C4)C(=O)O)N3)C3=CC=C(C=C3)C(=O)O)=N2)C2=CC=C(C=C2)C(=O)O